(3-amino-6-(2',5'-dimethyl-2',3'-dihydro-1'H-spiro[cyclopropan-1,4'-isoquinolin]-7'-yl)pyrazin-2-yl)-N-(cyclopropylmethyl)-1H-pyrazole-4-carboxamide NC=1C(=NC(=CN1)C1=CC(=C2C3(CN(CC2=C1)C)CC3)C)N3N=CC(=C3)C(=O)NCC3CC3